C(#N)C1=CC(=C(OCO)C=C1)F (4-cyano-2-fluorophenoxy)methanol